Sodium potassium titanium(IV) [Ti+4].[K+].[Na+]